C(#N)[C@H](C[C@H]1C(NCC1)=O)NC([C@H](CC1CC1)N1C([C@@]2(CCCN2C(=O)OC(C)(C)C)CC1)=O)=O tert-butyl (5R)-7-[(1S)-2-[[(1S)-1-cyano-2-[(3S)-2-oxopyrrolidin-3-yl]ethyl]amino]-1-(cyclopropylmethyl)-2-oxo-ethyl]-6-oxo-1,7-diazaspiro[4.4]nonane-1-carboxylate